FC=1C=C(C(=O)N2CCN(CC2)C2=CC=C(C(=O)NCCC)C=C2)C=CC1C=1C=NC=C(C1)O 4-[4-[3-Fluoro-4-(5-hydroxypyridin-3-yl)benzoyl]piperazin-1-yl]-N-propylbenzamide